[Na+].[Na+].[Na+].OC=1C=C(C=2C=CC3=C(C=C(C=4C=CC1C2C43)S(=O)(=O)[O-])S(=O)(=O)[O-])S(=O)(=O)[O-] 8-hydroxypyren-1,3,6-trisulfonic acid trisodium salt